5-[4-(t-butoxycarbonyl)piperazin-1-yl]-3-ethylcinnoline-8-carboxylic acid C(C)(C)(C)OC(=O)N1CCN(CC1)C1=C2C=C(N=NC2=C(C=C1)C(=O)O)CC